O[C@@H]1[C@@H](CCCC1)OC=1C=C2CN(C(C2=CC1)=O)C1C(NC(CC1)=O)=O 3-(5-(((1r,2s)-2-hydroxycyclohexyl)oxy)-1-oxoisoindolin-2-yl)piperidine-2,6-dione